C(C)C1C(OC(=C1OS(=O)(=O)C(F)(F)F)C(=O)OCCN(S(=O)(=O)C(C(C(C(C(C(C(C(F)(F)F)(F)F)(F)F)(F)F)(F)F)(F)F)(F)F)(F)F)C)(C(F)(F)F)C 2-(N-methylperfluorooctanesulfonamido)-ethanol ethyl-2-methyl-2-(trifluoromethyl)-4-(trifluoromethylsulfonyloxy)-3H-furan-5-carboxylate